CC1=CC=C(C=C1)CN1C(=NC=2C1=NC=CC2)SCC2=CC=C(C(=O)O)C=C2 4-[[3-[(4-methylphenyl)methyl]imidazo[4,5-b]pyridin-2-yl]sulfanylmethyl]benzoic acid